tert-butyl (4-(chloromethyl)-3,5-dimethoxybenzyl)(methyl)carbamate ClCC1=C(C=C(CN(C(OC(C)(C)C)=O)C)C=C1OC)OC